1-((5-(5-(difluoromethyl)-1,3,4-oxadiazole-2-yl)pyridine-2-yl)methyl)-6-fluoro-5-(4-(oxetan-3-yl)piperazine-1-yl)-3-(pyridine-3-yl)-1,3-dihydro-2H-benzo[d]imidazole-2-one FC(C1=NN=C(O1)C=1C=CC(=NC1)CN1C(N(C2=C1C=C(C(=C2)N2CCN(CC2)C2COC2)F)C=2C=NC=CC2)=O)F